FC=1C=C(C=C(C1)F)N1CC(CC1=O)(C(=O)NCC1=NC(=NC=C1)NC)C 1-(3,5-difluorophenyl)-3-methyl-N-[[2-(methylamino)pyrimidin-4-yl]methyl]-5-oxopyrrolidine-3-carboxamid